5-fluoro-4-(2-(5-fluoropyridin-2-yl)-5,6-dihydro-4H-pyrrolo[1,2-b]pyrazol-3-yl)-6-methyl-1H-pyrazolo[3,4-b]pyridine FC=1C(=C2C(=NC1C)NN=C2)C2=C1N(N=C2C2=NC=C(C=C2)F)CCC1